(10E)-octadec-9-en-1-amine C(CCCCCCC\C=C\CCCCCCCC)N